2-(4-ethyl-2-pyridinyl)-6-[3-(4-pyridinyl)propoxy]-3H-quinazolin-4-one dihydrochloride Cl.Cl.C(C)C1=CC(=NC=C1)C1=NC2=CC=C(C=C2C(N1)=O)OCCCC1=CC=NC=C1